Cl.F[C@@H]1CN2CC(C[C@@]2(C1)CO)(C)C ((6S,7aR)-6-fluoro-2,2-dimethyltetrahydro-1H-pyrrolizin-7a(5H)-yl)methanol hydrochloride